2-bromo-7-hydroxy-6,7-dihydro-5H-cyclopenta[b]pyridine-4-carboxylic acid methyl ester COC(=O)C1=C2C(=NC(=C1)Br)C(CC2)O